O[C@H]1[C@@H](O[C@@H]([C@H]([C@@H]1O)O)CO)N1C=C(C2=CC=CC(=C12)OC)CC(=O)O 2-(1-((2R,3R,4S,5S,6R)-3,4,5-trihydroxy-6-(hydroxymethyl)tetrahydro-2H-pyran-2-yl)-7-methoxy-1H-indol-3-yl)acetic acid